ethyl (S)-7-fluoro-7-isopropyl-5,6,7,8-tetrahydrothiazolo[5,4-b]quinoline-2-carboxylate F[C@@]1(CC=2C=C3C(=NC2CC1)SC(=N3)C(=O)OCC)C(C)C